C(C)OC(CC(C1=C(C2=C(N(N=N2)CCCCCOCC2=CC=C(C=C2)OC)C=C1)C)C1=CC(=C(C=C1)C)[C@H](C)O)=O 3-{3-[(1S)-1-hydroxyethyl]-4-methylphenyl}-3-(1-{5-[(4-methoxyphenyl)methoxy]Pentyl}-4-methyl-1H-benzotriazol-5-yl)propanoic acid ethyl ester